C[C@]12CCC[C@]3([C@@H]1[C@@H]([C@H]([C@]4(C2=CC(=O)OC4)O)O)OC3=O)C The molecule is a tetracyclic diterpenoid that is decahydro-4H,9H-[2]benzofuro[7,1-fg]isochromene-4,9-dionewhich is substituted by methyl groups at the 3a and 10b positions and by hydroxy groups at the 6 and 6a positions. A tetranorlabdane diterpenoid isolated from isolated from the solid fermentation products of Botryosphaeria sp. P483 that exhibits antifungal activity. It has a role as an antifungal agent and a fungal metabolite. It is an organic heterotetracyclic compound, a tetracyclic diterpenoid and a delta-lactone.